FC1([C@@H]([C@H](CCC1)O[C@@H]1[C@@H](CNCC1)F)NC(CC1=C(C(=NC=C1)C1=CC(=CC(=C1)F)F)OC(F)(F)F)=O)F N-((1R,6S)-2,2-difluoro-6-(((3R,4S)-3-fluoropiperidin-4-yl)oxy)cyclohexyl)-2-(2-(3,5-difluorophenyl)-3-(trifluoromethoxy)pyridin-4-yl)acetamide